Cl.C1(=CC=CC=C1)[C@H]1[C@@H](CNC1)NC=1SC2=C(C=NC=C2)N1 |r| (±)-trans-N-[4-phenylpyrrolidin-3-yl][1,3]thiazolo[4,5-c]pyridin-2-amine hydrochloride